C(C1=CC=CC=C1)C=1NC(=NN1)C(=O)NC1=NC=CC(=C1)C1=C(C=CC(=C1)OC(C)C)C 5-benzyl-N-(4-(5-isopropoxy-2-methylphenyl)pyridine-2-yl)-4H-1,2,4-triazole-3-carboxamide